OCC=1C(=CC=2N(N1)C(=CN2)C2=CC=NC1=CC=CC=C21)C2=CC=C(C=C2)N2CCN(CC2)C(=O)OC(C)(C)C tert-Butyl 4-(4-(6-(hydroxymethyl)-3-(quinolin-4-yl)imidazo[1,2-b]pyridazin-7-yl)phenyl)piperazine-1-carboxylate